FC=1C=C(C=CC1F)[C@H]1[C@@H](CN(C1)CCOC)C(=O)O trans-4-(3,4-difluorophenyl)-1-(2-methoxyethyl)pyrrolidine-3-carboxylic acid